C(CC(=O)O)(=O)N[C@@H](CC1=CNC=N1)C(=O)O malonyl-histidine